OC(CNC(=O)C1=C(NC(=C1)S(N[C@H]1CC=2NC3=CC=CC=C3C2CC1)(=O)=O)C)(C)C (R)-N-(2-hydroxy-2-methylpropyl)-2-methyl-5-(N-(2,3,4,9-tetrahydro-1H-carbazol-2-yl)sulfamoyl)-1H-pyrrole-3-carboxamide